C1(CCC1)OC1=CC=C2C(NN=C(C2=C1)CC=1C=CC(=C(C(=O)N2CC(C2)N(C(=O)C2N(CC2)C(=O)OC(C)(C)C)C)C1)F)=O tert-butyl 2-((1-(5-((7-cyclobutoxy-4-oxo-3,4-dihydrophthalazin-1-yl)methyl)-2-fluorobenzoyl)azetidin-3-yl)(methyl)carbamoyl)azetidine-1-carboxylate